C1(=C(C=CC=C1)NC(C1=C(C=CC=C1)O[C@H](C(F)(F)F)C)=O)C N-(o-tolyl)-2-(((S)-1,1,1-trifluoropropan-2-yl)oxy)benzamide